(1aR,5aR)-2-(Tetrahydro-pyran-4-ylmethyl)-1a,2,5,5a-tetrahydro-1H-2,3-diaza-cyclopropa[a]pentalene-4-carboxylic Acid (5-Fluoro-pyridin-2-yl)-amide FC=1C=CC(=NC1)NC(=O)C=1C=2C[C@@H]3[C@H](C2N(N1)CC1CCOCC1)C3